methyl 4-((tert-butyloxycarbonyl)amino)-7-chloroimidazo[1,5-a]quinoxaline-8-carboxylate C(C)(C)(C)OC(=O)NC=1C=2N(C3=CC(=C(C=C3N1)Cl)C(=O)OC)C=NC2